BrC=1C=C(SC1)S(=O)(=O)NC(C(F)(F)F)C1=CC=C(C=C1)F 4-bromo-N-(2,2,2-trifluoro-1-(4-fluorophenyl)ethyl)thiophene-2-sulfonamide